C(C)(C)(C)[Si](OC1=CC=C(C=C1)B1OC(C(O1)(C)C)(C)C)(C)C tert-butyldimethyl(4-(4,4,5,5-tetramethyl-1,3,2-dioxaborolan-2-yl)phenoxy)silane